C1(CC1)C1=NNC2=CC=C(C=C12)C1=CN=C2N1N=C(C=C2)N2C[C@H](O[C@@H](C2)C)C (2R,6R)-4-(3-(3-cyclopropyl-1H-indazol-5-yl)imidazo[1,2-b]pyridazin-6-yl)-2,6-dimethylmorpholine